NCC=1C=C(C=CC1)C1=CC=C2C=CC=C(C2=C1)COC1=C(C=CC=C1)CC(=O)O 2-(2-((7-(3-(aminomethyl)phenyl)naphthalen-1-yl)methoxy)phenyl)acetic acid